N1(CCC1)C1=NN(C=C1F)C1=NC2=CC(=NC=C2C=C1)CN (2-(3-(azetidin-1-yl)-4-fluoro-1H-pyrazol-1-yl)-1,6-naphthyridin-7-yl)methanamine